6-(3-(((S)-1-(2-methoxyphenyl)ethyl)glycyl)-3,8-diazabicyclo[3.2.1]octan-8-yl)nicotinonitrile COC1=C(C=CC=C1)[C@H](C)NCC(=O)N1CC2CCC(C1)N2C2=NC=C(C#N)C=C2